C(P(=O)(Cl)Cl)P(=O)(Cl)Cl methylenebis(phosphonic dichloride)